CN(C(=O)NC1=NOC(=C1)C(C(F)(F)F)(C)C)C1CC2(CN(C2)C(=O)C=2C3=C(N=CN2)C=CS3)C1 1-methyl-1-(2-(thieno[3,2-d]pyrimidine-4-carbonyl)-2-azaspiro[3.3]heptan-6-yl)-3-(5-(1,1,1-trifluoro-2-methylpropan-2-yl)isoxazol-3-yl)urea